2-morpholin-4-ylbenzoic acid N1(CCOCC1)C1=C(C(=O)O)C=CC=C1